(R)-(2-(benzofuran-3-yl)-1-(2-(spiro[chroman-2,1'-cyclopentane]-6-yl)acetamido)ethyl)boronic acid O1C=C(C2=C1C=CC=C2)C[C@H](NC(CC=2C=C1CCC3(CCCC3)OC1=CC2)=O)B(O)O